BrC1=CCN(C=C1)C(CN(C)C)C1=CC(=CC=C1)F 4-bromo-1-(2-(dimethylamino)-1-(3-fluorophenyl)ethyl)pyridin